(2S)-2-Amino-N1-{3-[5-(4-fluoro-2-methylphenyl)-1,3-oxazol-2-yl]phenyl}pentanediamide hydrochloride Cl.N[C@H](C(=O)NC1=CC(=CC=C1)C=1OC(=CN1)C1=C(C=C(C=C1)F)C)CCC(=O)N